N-{[5-methoxy-6-(5-methoxy-2-pyrazinyl)-2-indolyl]methyl}3,3-difluoropropionamide COC=1C=C2C=C(NC2=CC1C1=NC=C(N=C1)OC)CNC(CC(F)F)=O